N-(3-((3-(9H-purin-6-yl)pyridin-2-yl)amino)-4-methylphenyl)-3-methoxy-4-(trifluoromethyl)picolinamide N1=CN=C2NC=NC2=C1C=1C(=NC=CC1)NC=1C=C(C=CC1C)NC(C1=NC=CC(=C1OC)C(F)(F)F)=O